[Si](C)(C)(C(C)(C)C)OCC1=C(C(=O)O)C=CC=C1 ((Tert-butyldimethylsilyloxy)methyl)benzoic acid